3-[2-(trifluoromethyl)phenoxymethyl]Piperidine FC(C1=C(OCC2CNCCC2)C=CC=C1)(F)F